NC(C(COC1CN(C1)C(=O)OCC1=CC=CC=C1)NC(COC1=CC(=CC=C1)OC1=NC=C(C=C1)C(N[C@@H](CCC(C)(C)C)C(=O)OC)=O)=O)=O benzyl 3-[3-amino-2-[[2-[3-[[5-[[(1S)-1-methoxycarbonyl-4,4-dimethyl-pentyl]carbamoyl]-2-pyridyl]oxy]phenoxy]acetyl]amino]-3-oxo-propoxy]azetidine-1-carboxylate